1-(2-(((6-bromopyrimidin-4-yl)amino)methyl)-6-cyclopropylimidazo[1,2-a]pyridin-8-yl)-3-methylimidazolidine BrC1=CC(=NC=N1)NCC=1N=C2N(C=C(C=C2N2CN(CC2)C)C2CC2)C1